ethyl 2-(6,7-dihydro-5H-pyrrolo[1,2-c]imidazol-1-yl)-2-(4-fluoro-6-iodo-1-oxo-isoindolin-2-yl)acetate C1(=C2N(C=N1)CCC2)C(C(=O)OCC)N2C(C1=CC(=CC(=C1C2)F)I)=O